(2R,6R,7aS)-2-fluoro-6-((4-methoxybenzyl)oxy)tetrahydro-1H-pyrrolizine F[C@@H]1CC2=C[C@H](CN2C1)OCC1=CC=C(C=C1)OC